(1R,4S)-2-(4-methoxybenzyl)-2-azabicyclo[2.2.1]Hept-5-en-3-one COC1=CC=C(CN2[C@H]3C=C[C@@H](C2=O)C3)C=C1